2,4-DIAMINO-5-METHYLPHENETOL HCl Cl.NC1=C(C=C(C(=C1)N)C)OCC